C(C1=CC=CC=C1)O[C@@H]1[C@@H](N(C[C@@H]([C@H]1OCC1=CC=CC=C1)OCC1=CC=CC=C1)CC1CCC(CC1)C(C)(F)F)COCC1=CC=CC=C1 (2S,3R,4R,5S)-3,4,5-tris(benzyloxy)-2-((benzyloxy)methyl)-1-(((1r,4S)-4-(1,1-difluoroethyl)cyclohexyl)methyl)piperidine